5-((4-bromopyridin-2-yl)oxy)-3,3-difluoropentan BrC1=CC(=NC=C1)OCCC(CC)(F)F